BrC=1C=CC=C2CCC=CC12 8-bromo-3,4-dihydronaphthalen